C(CCC)OC(CC)=O Propionic Acid Butyl Ester